N=1NC=C2C(=CC=CC12)C(=O)N 2H-indazole-4-carboxamide